CN(C)CC1(CC1)COC=1N=C(C2=C(N1)CN(CC2)C2=CC(=CC1=CC=C(C(=C21)CC)F)O)OS(=O)(=O)C2=CC=C(C=C2)C 2-((1-((dimethylamino)methyl)cyclopropyl)methoxy)-7-(8-ethyl-7-fluoro-3-hydroxynaphthalen-1-yl)-5,6,7,8-tetrahydropyrido[3,4-d]pyrimidin-4-yl-4-methylbenzenesulfonate